COC1=C(C(=CC=C1)OC)C1(C(CC1)C1=CN=C2C(=N1)N(C=N2)C2=NC(=CC=C2)OCC)S(=O)(=O)N 1-(2,6-dimethoxyphenyl)-2-(6-ethoxypyridin-2-yl-1H-imidazo[4,5-b]pyrazin-6-yl)cyclobutanesulfonamide